P(=O)([O-])([O-])[O-] Ortho-Phosphat